NC=1C=CC(=NC1)B(O)O (5-aminopyridin-2-yl)boronic acid